((S)-1-(4-fluorophenyl)-3,4-dihydroisoquinolin-2(1H)-yl)(1,4-oxazepan-2-yl)methanone FC1=CC=C(C=C1)[C@@H]1N(CCC2=CC=CC=C12)C(=O)C1OCCCNC1